C(C)(=O)C=1C(=NC(=CC1)C=1C=NN2C1C=CC(=C2)OC=2N=NC(=CC2)Cl)N2N=C(C=C2C)C#N 1-[3-acetyl-6-[6-(6-chloropyridazin-3-yl)oxypyrazolo[1,5-a]pyridin-3-yl]pyridin-2-yl]-5-methylpyrazole-3-carbonitrile